FC(C1=C(C(=O)C=2C=C(NC2)C2=NC3=C(N2)C=C(C=C3)[C@@H]3CC(NC3)=O)C=CC=C1)(F)F (S)-4-(2-(4-(2-(trifluoromethyl)benzoyl)-1H-pyrrol-2-yl)-1H-benzo[d]imidazol-6-yl)pyrrolidin-2-one